O=C1NC(CCC1C1=COC2=C1C=C(C=C2)C#CCNC(C2=NC=C(C=C2)C=2C=C1CCCN(C1=CC2F)C=2C=1C=C(C(N(C1C=CC2)C)=O)C)=O)=O N-(3-(3-(2,6-dioxopiperidin-3-yl)benzofuran-5-yl)prop-2-yn-1-yl)-5-(7-fluoro-1',3'-dimethyl-2'-oxo-1',2',3,4-tetrahydro-2H-[1,5'-biquinolin]-6-yl)picolinamide